(2Z)-2-fluoro-N-(5-fluoro-2,4-dimethylpyridin-3-yl)-3-[1-(oxan-2-yl)pyrazolo[3,4-b]pyridin-6-yl]prop-2-enamide F\C(\C(=O)NC=1C(=NC=C(C1C)F)C)=C/C1=CC=C2C(=N1)N(N=C2)C2OCCCC2